BrC1=NN(C2=C(C=CC=C12)NS(=O)(=O)C=1C=NN(C1)C1=NC=CC(=C1)C(C)(F)F)C([2H])([2H])[2H] N-(3-bromo-1-(methyl-d3)-1H-indazol-7-yl)-1-(4-(1,1-difluoroethyl)pyridin-2-yl)-1H-pyrazole-4-sulfonamide